C1=CC(=CC=2OC3=C(C21)C=CC=C3)B3OC(C(O3)(C)C)(C)C 2-(dibenzo[b,d]furan-3-yl)-4,4,5,5-tetramethyl-1,3,2-dioxaborolan